N1(CCC1)C1=C2C=C(N=CC2=CC(=N1)C1=C(C(=CC(=C1Cl)OC)OC)Cl)N[C@H]1[C@H](COC1)NC(C=C)=O N-((3R,4S)-4-((5-(azetidin-1-yl)-7-(2,6-dichloro-3,5-dimethoxyphenyl)-2,6-naphthyridin-3-yl)amino)tetrahydrofuran-3-yl)acrylamide